N'-((3,3-dimethyl-1,2,3,5,6,7-hexahydrodicyclopenta[b,e]pyridin-8-yl)carbamoyl)-6-(2-hydroxypropan-2-yl)pyridine-2-sulfonimidamide CC1(CCC=2C1=NC1=C(C2NC(=O)N=S(=O)(N)C2=NC(=CC=C2)C(C)(C)O)CCC1)C